4-Methoxy-N-(4-methyl-3-{[(1-methyl-1H-imidazol-5-yl)carbonyl]amino}phenyl)-pyridine-2-carboxamide COC1=CC(=NC=C1)C(=O)NC1=CC(=C(C=C1)C)NC(=O)C1=CN=CN1C